N-chloro-N-(2-chlorophenyl)acetamide 1-[(2-Methylpropanoyl)oxy]ethyl-(3R)-3-{[5-(2-chloro-5-cyanophenyl)-1-trityl-1H-indazol-3-yl]carbamoyl}-piperidine-1-carboxylate CC(C(=O)OC(C)OC(=O)N1C[C@@H](CCC1)C(NC1=NN(C2=CC=C(C=C12)C1=C(C=CC(=C1)C#N)Cl)C(C1=CC=CC=C1)(C1=CC=CC=C1)C1=CC=CC=C1)=O)C.ClN(C(C)=O)C1=C(C=CC=C1)Cl